FC1=C(N)C=C(C(=C1)F)OC(F)(F)F 2,4-difluoro-5-trifluoromethoxyaniline